C1(=CC=CC=C1)OC(NC=1C(NC(NN1)=O)=O)=O phenyl-3,5-dioxo-2,3,4,5-tetrahydro-1,2,4-triazin-6-yl-carbamate